ethyl-N-(4-methylphenyl)-3,8-diazabicyclo[3.2.1]octane-8-carboxamide C(C)C12CNCC(CC1)N2C(=O)NC2=CC=C(C=C2)C